acetic acid (6S,9S)-1-(3-chlorophenyl)-6-(cyclopentylmethyl)-1,1-difluoro-4,7,11-trioxo-9-(((S)-2-oxopyrrolidin-3-yl) methyl)-2-phenyl-3-oxa-5,8,12-triazatetradec-10-yl ester ClC=1C=C(C=CC1)C(C(OC(N[C@H](C(N[C@H](C(C(NCC)=O)OC(C)=O)C[C@H]1C(NCC1)=O)=O)CC1CCCC1)=O)C1=CC=CC=C1)(F)F